C(O)(O)=O.COC=1C=C(C(C(C2=CC=CC=C2)=O)O)C=C(C1)OC 3',5'-dimethoxybenzoin carbonate